CC=1N=C(C2=C(N1)OC=C2C(=O)NC=2C=NN(C2)C2=CC=NC=C2)NC2(CC2)C methyl-4-[(1-methylcyclopropyl)amino]-N-[1-(pyridin-4-yl)-1H-pyrazol-4-yl]furo[2,3-d]pyrimidine-5-carboxamide